2-p-toluoyl-4,5-dihydroxymethylimidazole C1(=CC=C(C=C1)C(=O)C=1NC(=C(N1)CO)CO)C